Cl.ClC1=CC=C(C=C1)C1(CNCC1)NS(=O)(=O)C=1C=NC(=CC1)OC(F)(F)F N-(3-(4-chlorophenyl)pyrrolidin-3-yl)-6-(trifluoromethoxy)pyridine-3-sulfonamide hydrochloride